NC=1C=C(C=C2C=C(N=NC12)NC(=O)[C@H]1[C@H](C1)F)C1CC1 |r| (+/-)-cis-N-(8-Amino-6-cyclopropylcinnolin-3-yl)-2-fluorocyclopropanecarboxamide